[Li].S1C(=CC=C1)[Cu]C#N 2-thienyl-(cyano)copper lithium